OCCCN1C(N(C=2N=C(N(C2C1=O)CCOC)OC1=CC(=CC=C1)OC(F)(F)F)C)=O 1-(3-hydroxypropyl)-7-(2-methoxyethyl)-3-methyl-8-(3-(trifluoromethoxy)phenoxy)-1H-purine-2,6(3H,7H)-dione